C(C1=CC=CC=C1)S(=O)(=O)N1C=CC=2C1=NC=CC2 1-toluenesulfonyl-1H-pyrrolo[2,3-b]pyridine